2-(2-(4-Chloro-3-hydroxy-1-methyl-1H-pyrazol-5-yl)-7-fluoro-4-isopropylquinolin-6-yl)-4-ethyl-5-(hydroxymethyl)-2,4-dihydro-3H-1,2,4-triazol-3-one ClC=1C(=NN(C1C1=NC2=CC(=C(C=C2C(=C1)C(C)C)N1N=C(N(C1=O)CC)CO)F)C)O